ClC1=CC(=C(C=C1OCC(C1=CC(=C(C(=C1)F)F)F)(F)F)C(C(F)(F)F)S(=O)C(C(F)(F)F)C1=C(C=C(C(=C1)OCC(F)(F)C1=CC(=C(C(=C1)F)F)F)Cl)C)C 4-chloro-5-[2,2-difluoro-2-(3,4,5-trifluorophenyl)ethoxy]-2-methylphenyl-2,2,2-trifluoroethylsulfoxide